4,5-dimethoxy-2-imidazolidinone COC1NC(NC1OC)=O